[Na+].[Na+].OC1=C(C=CC2=C(C=CC=C12)N=NC1=C(C=C(C(=C1)C)S(=O)(=O)[O-])OC)S(=O)(=O)[O-] hydroxy-5-[(2-methoxy-5-methyl-4-sulfophenyl)azo]-2-naphthalenesulfonic acid disodium salt